1-(2-((2-((3-chloro-2-fluorobenzyl)amino)-2-oxoethyl)(cyclopropyl)amino)-2-oxoethyl)-6-(3,3-dimethylbutanamido)-1H-indazole-3-carboxamide ClC=1C(=C(CNC(CN(C(CN2N=C(C3=CC=C(C=C23)NC(CC(C)(C)C)=O)C(=O)N)=O)C2CC2)=O)C=CC1)F